(2R,3aS,6S,6aR)-6-[(2-amino-3-bromoquinolin-7-yl)oxy]-2-(4-amino-5-phenyl-7H-pyrrolo[2,3-d]pyrimidin-7-yl)hexahydro-3aH-cyclopenta[b]furan-3,3a-diol NC1=NC2=CC(=CC=C2C=C1Br)O[C@H]1CC[C@]2([C@@H]1O[C@H](C2O)N2C=C(C1=C2N=CN=C1N)C1=CC=CC=C1)O